1-(1-(2-fluoroacryloyl)-3-methylazetidin-3-yl)-3-(4-(trifluoromethyl)phenyl)-1,3-dihydro-2H-benzo[d]imidazol-2-one FC(C(=O)N1CC(C1)(C)N1C(N(C2=C1C=CC=C2)C2=CC=C(C=C2)C(F)(F)F)=O)=C